bis-ethylcyclohexene C(C)C1=C(CCCC1)CC